FC=1C=NN(C1)C=1N=CC(=NC1)C#N 5-(4-fluoro-1H-pyrazol-1-yl)pyrazine-2-carbonitrile